C(#N)C=1C2=C(N(N=C2C=C(C1)C=1C=NN(C1)C(C)C)C)C1=CC(=C(C(=O)N[C@H]2[C@H](C2)F)C(=C1)OC)OC(F)F 4-[4-cyano-2-methyl-6-(1-propan-2-ylpyrazol-4-yl)indazol-3-yl]-2-(difluoromethoxy)-N-[(1R,2S)-2-fluorocyclopropyl]-6-methoxybenzamide